tert-butyl (4-(5-carbamoyl-3-(2-chloropyrimidin-5-yl)-2-nitrophenoxy)butyl)(methyl)carbamate C(N)(=O)C=1C=C(C(=C(OCCCCN(C(OC(C)(C)C)=O)C)C1)[N+](=O)[O-])C=1C=NC(=NC1)Cl